rel-N-(4-([1,2,4]triazolo[1,5-a]pyridin-7-yloxy)-2-fluoro-3-methylphenyl)-6-((1S,4R,5R)-2-azabicyclo[2.2.2]octan-5-yl)pyrido[3,2-d]pyrimidin-4-amine N=1C=NN2C1C=C(C=C2)OC2=C(C(=C(C=C2)NC=2C1=C(N=CN2)C=CC(=N1)[C@H]1[C@@H]2CN[C@H](C1)CC2)F)C |o1:27,28,31|